ethyl 2-(N-(4-((3-(N-(tert-butyl)sulfamoyl)phenyl)carbamoyl)-3-(6-azaspiro[2.5]octan-6-yl)phenyl)sulfamoyl)acetate C(C)(C)(C)NS(=O)(=O)C=1C=C(C=CC1)NC(=O)C1=C(C=C(C=C1)NS(=O)(=O)CC(=O)OCC)N1CCC2(CC2)CC1